C(C1=CC=CC=C1)OC1CC(C1)N1N=CC=C1O 1-((1s,3s)-3-(benzyloxy)cyclobutyl)-1H-pyrazol-5-ol